[1-[[[1-[(2,4-Dimethoxyphenyl)methylamino]isoquinolin-5-yl]amino]methyl]-2-oxabicyclo[2.1.1]hexan-4-yl]methanol COC1=C(C=CC(=C1)OC)CNC1=NC=CC2=C(C=CC=C12)NCC12OCC(C1)(C2)CO